CCCCCCCCCCCCCC[C@H]([C@H]([C@H](COP(=O)([O-])[O-])[NH3+])O)O The molecule is an anionic phospholipid obtained by deprotonation of the phosphate OH groups and protonation of the amino group of phytosphingosine 1-phosphate; major species at pH 7.3. It is a conjugate base of a phytosphingosine 1-phosphate.